1-(6-chloro-1-cyclopropoxy-2,7-naphthyridin-4-yl)-1-phenylethan-1-ol ClC=1C=C2C(=CN=C(C2=CN1)OC1CC1)C(C)(O)C1=CC=CC=C1